OCC=1C=C2CC3(CCNCC3)[C@@H](C2=CC1)N[S@](=O)C(C)(C)C (R)-N-((S)-5-(hydroxymethyl)-1,3-dihydrospiro[indene-2,4'-piperidin]-1-yl)-2-methylpropane-2-sulfinamide